C(C)OC(=O)C=1N=CSC1C1CN(C1)C 5-(1-Methylazetidin-3-yl)-1,3-thiazole-4-carboxylic acid ethyl ester